C[C@@H]1CN(C[C@@H](O1)C1=CC(=NC=C1)C)S(=O)(=O)C1=CC=C(C=C1)C (2R,6S)-2-methyl-6-(2-methyl-4-pyridyl)-4-(p-tolylsulfonyl)morpholine